tert-butyl (4-(methyl sulfonyl)phenyl)(prop-2-yn-1-yl)carbamate CS(=O)(=O)C1=CC=C(C=C1)N(C(OC(C)(C)C)=O)CC#C